3,5-difluoro-4-iodopicolinonitrile FC=1C(=NC=C(C1I)F)C#N